2-O-alpha-D-glucosylglycerol [C@H]1([C@H](O)[C@@H](O)[C@H](O)[C@H](O1)CO)OC(CO)CO